BrC=1C(=NC=C(C1)C1CC1)NC(=S)NC(C1=CC=CC=C1)=O N-((3-bromo-5-cyclopropylpyridin-2-yl)carbamothioyl)benzamide